potassium [trans-2-ethoxycarbonylcyclopropyl]-trifluoro-boranuide C(C)OC(=O)[C@H]1[C@@H](C1)[B-](F)(F)F.[K+]